ClC=1C(=CC(=C(C1)N(C(=O)[C@@H]1[C@H]2[C@@](C(N1C1=NC(=CC(=C1)C1CC1)C)=O)(OC(O2)(C)C)C)C)F)F (3aS,4S,6aS)-N-(5-chloro-2,4-difluorophenyl)-5-(4-cyclopropyl-6-methylpyridin-2-yl)-2,2,6a-trimethyl-N-(methyl)-6-oxotetrahydro-4H-[1,3]dioxolo[4,5-c]pyrrole-4-carboxamide